(6-(2-(4-Bromopyridin-2-yl)-1-hydroxy-2-methylpropyl)pyridin-3-yl)carbamic acid tert-butyl ester C(C)(C)(C)OC(NC=1C=NC(=CC1)C(C(C)(C)C1=NC=CC(=C1)Br)O)=O